C(C)(C)(C)OC(=O)N(CCCCCCN1C(=CC=2C1=NC(=CC2)\C(=C\C(=O)OCC)\C)C2=NC1=C(N2C)C(=CC(=C1)C(=O)[O-])OC)C(=O)OC(C)(C)C 2-[1-[6-[bis(tert-butoxycarbonyl) amino] hexyl]-6-[(E)-3-ethoxy-1-methyl-3-oxo-prop-1-enyl] pyrrolo[2,3-b]pyridin-2-yl]-7-methoxy-1-methyl-benzimidazole-5-carboxylate